4-(7-fluoro-4-isocyanato-2,3-dihydro-1H-inden-5-yl)-2-methoxypyridine FC=1C=C(C(=C2CCCC12)N=C=O)C1=CC(=NC=C1)OC